6-[3-(difluoromethyl)-1-bicyclo[1.1.1]pentanyl]-N-methyl-2-[2-(1-methylpyrazol-4-yl)tetrahydropyran-4-yl]-5-[(2,2,2-trifluoroacetyl)amino]pyrimidine-4-carboxamide FC(C12CC(C1)(C2)C2=C(C(=NC(=N2)C2CC(OCC2)C=2C=NN(C2)C)C(=O)NC)NC(C(F)(F)F)=O)F